ClC1=CC=C(C=C1)[C@@H](C(C)C)N1C[C@@H](N(C[C@H]1C)C=1C=2N=CN(C2N2C(N1)=NN=C2)CCN(C)C)C 2-(4-((2S,5R)-4-((R)-1-(4-chlorophenyl)-2-methylpropyl)-2,5-dimethylpiperazin-1-yl)-1H-[1,2,4]triazolo[3,4-b]purin-1-yl)-N,N-dimethylethan-1-amine